methyl 6-bromo-1-methyl-3-((4-(trifluoromethyl)phenyl)thio)-1H-indole-4-carboxylate BrC=1C=C(C=2C(=CN(C2C1)C)SC1=CC=C(C=C1)C(F)(F)F)C(=O)OC